NCCC1=CC=C(C=C1)C1=C(C=C(C#N)C=C1)OC1=CC(=NO1)C1=CC=CC=C1 4-[4-(2-aminoethyl)phenyl]-3-[(3-phenyl-1,2-oxazol-5-yl)oxy]benzonitrile